2-methyl-3-(methyl-sulfonyl)-N-(1-methyl-1H-tetrazol-5-yl)-4-(trifluoromethyl)benzamide CC1=C(C(=O)NC2=NN=NN2C)C=CC(=C1S(=O)(=O)C)C(F)(F)F